C(CC)NN[C@@H](CCC(=O)O)C(=O)O propylamino-L-glutamic acid